FC1=C(C=C(C(=C1OC)C(C)C)OC)CO (2-Fluoro-4-isopropyl-3,5-dimethoxyphenyl)methanol